ethyl 2-chloro-4-(((1s,4s)-4-hydroxy-4-methylcyclohexyl)amino)-pyrimidine-5-carboxylate ClC1=NC=C(C(=N1)NC1CCC(CC1)(C)O)C(=O)OCC